BrC=1C2=CN(N=C2C(=C(C1)F)C(=O)NC1=CC2=CN(N=C2C(=C1)F)C)C 4-bromo-6-fluoro-N-(7-fluoro-2-methyl-indazol-5-yl)-2-methyl-indazole-7-carboxamide